C1(=CC=C(C=C1)C(C(=O)O)CC=C)C 2-(p-tolyl)pent-4-enoic acid